2-methyl-4-(5-pentylpicolinamido)benzoic acid hydrogen chloride Cl.CC1=C(C(=O)O)C=CC(=C1)NC(C1=NC=C(C=C1)CCCCC)=O